N-(cis-1-(3-hydroxypropanoyl)-2-(((cis-4-isopropylcyclohexyl)oxy)methyl)-piperidin-3-yl)methanesulfonamide OCCC(=O)N1[C@H]([C@H](CCC1)NS(=O)(=O)C)CO[C@@H]1CC[C@@H](CC1)C(C)C